C(N)(O[C@@H]1[C@H](N(C([C@H]1C)=O)C=1C=C2C=NN(C2=CC1)C1=CC=C(C=C1)F)C1=CC=C(C=C1)OC)=O 15-cis-((2r,3s,4s)-1-(1-(4-fluorophenyl)-1H-indazol-5-yl)-2-(4-methoxyphenyl)-4-methyl-5-oxopyrrolidin-3-yl) carbamate